C(#N)N1[C@H]2[C@@H](C[C@@H]1CC2)NC(=O)C=2C=C1CCN(C1=CC2)C2=NC=CC(=N2)CC N-((1R,2R,4S)-7-cyano-7-azabicyclo[2.2.1]heptan-2-yl)-1-(4-ethyl-2-pyrimidinyl)-2,3-dihydro-1H-indole-5-carboxamide